N-hexadecyl-2-acetyl-3-tetrahydropyranyloxypyridin-4-one C(CCCCCCCCCCCCCCC)N1C(=C(C(C=C1)=O)OC1OCCCC1)C(C)=O